Cl.O=C1NN=C(C2=CC=CC=C12)C1=CC=C(C=C1)C(C)(C)S(=O)(=O)N (2-(4-(4-oxo-3,4-dihydro-phthalazin-1-yl)phenyl)propan-2-yl)sulphonamide hydrochloride